tert-butyl 4-(6-{2-methyl-5H,6H,7H,8H-imidazo[1,2-a]pyridin-6-yl}-1-oxoisoquinolin-2-yl)piperidine-1-carboxylate CC=1N=C2N(CC(CC2)C=2C=C3C=CN(C(C3=CC2)=O)C2CCN(CC2)C(=O)OC(C)(C)C)C1